C(=C)C1=C(C(=NC=C1)C1=NC=CC=C1)C=C divinyl-2,2'-bipyridine